1-(4-aminobutyl)pyridine hexafluorophosphate F[P-](F)(F)(F)(F)F.NCCCCN1CC=CC=C1